2,2'-methylene-bis-(2-oxazoline) C(C=1OCCN1)C=1OCCN1